P([O-])([O-])([O-])=O.[Cs+].[Cs+].[Cs+] cesium phosphorate